S(O)(O)(=O)=O.C(O)CN monoethanolamine bisulfate